C[C@@H]1CN(C(=CC1)C=1C=CC2=C(N=C(S2)C=2CCN(CC2)C)C1)C(=O)OC(C)(C)C (S)-tert-butyl 3-methyl-6-(2-(1-methyl-1,2,3,6-tetrahydropyridin-4-yl)benzo[d]thiazol-5-yl)-3,4-dihydropyridine-1(2H)-carboxylate